bis(2,4-dit-butylphenyl)pentaerythritol diphosphite OP(O)OP(O)O.C(C)(C)(C)C1=C(C=CC(=C1)C(C)(C)C)C(O)(C(CO)(CO)CO)C1=C(C=C(C=C1)C(C)(C)C)C(C)(C)C